S1C(=NC2=C1C=CC=C2)NC(=O)C2=C(C=C(CC1CCN(CC1)C(=O)NCC)C=C2)Cl 4-(4-(benzo[d]thiazol-2-ylcarbamoyl)-3-chlorobenzyl)-N-ethylpiperidine-1-carboxamide